(1S-3R)-3-(2-hydroxyacetamido)-N-(4-iodo-5-methylpyridin-2-yl)cyclohexanecarboxamide OCC(=O)N[C@H]1C[C@H](CCC1)C(=O)NC1=NC=C(C(=C1)I)C